FC1(CN(CCC1)CC[C@@H](CC(=O)O)NC(=O)C1=NN(C(=C1)C1=C(C=CC=C1)C(F)(F)F)C=1C=NC=CC1)F (3S)-5-(3,3-difluoropiperidin-1-yl)-3-{[1-(pyridin-3-yl)-5-[2-(trifluoromethyl)phenyl]-1H-pyrazol-3-yl]formamido}pentanoic acid